1-(1-(4-(hydroxymethyl)cyclohexyl)-1H-indol-4-yl)dihydropyrimidine-2,4(1H,3H)-dione OCC1CCC(CC1)N1C=CC2=C(C=CC=C12)N1C(NC(CC1)=O)=O